3-[4-(2,6-difluoro-4-nitrophenoxy)-1-{[2-(trimethylsilyl)ethoxy]methyl}-1H-pyrrolo[2,3-b]pyridin-3-yl]-N,N-dimethylbenzamide FC1=C(OC2=C3C(=NC=C2)N(C=C3C=3C=C(C(=O)N(C)C)C=CC3)COCC[Si](C)(C)C)C(=CC(=C1)[N+](=O)[O-])F